NC1=NC=C(C2=C1C=NN2C2OCCCC2)NC(=O)C(=O)N(CC2=NC=C(C=C2)C(F)(F)F)CC2=C(C=CC=C2)Cl N-(4-amino-1-tetrahydropyran-2-yl-pyrazolo[4,3-c]pyridin-7-yl)-N'-[(2-chlorophenyl)methyl]-N'-[[5-(trifluoromethyl)-2-pyridyl]methyl]oxamide